C1OCCC2=C(C=CC=C12)C=O isochroman-5-yl-methanone